N1(N=CC=C1)C[C@H]1N(C[C@@H](C1)N)C(=O)OC(C)(C)C tert-butyl (2s,4r)-2-((1H-pyrazol-1-yl) methyl)-4-aminopyrrolidine-1-carboxylate